tert-butyl (4-(difluoromethyl)benzyl)(methyl)carbamate FC(C1=CC=C(CN(C(OC(C)(C)C)=O)C)C=C1)F